CC=1NC2=CC=C(C=C2C(C1)=O)C(=O)O 2-methyl-4-oxo-1,4-dihydroquinoline-6-carboxylic acid